3-(5-(3-((4-Chlorophenyl)amino)phenyl)-3-hydroxypyridinecarboxamido)-2,2-dimethylpropionic acid ClC1=CC=C(C=C1)NC=1C=C(C=CC1)C=1C=C(C(=NC1)C(=O)NCC(C(=O)O)(C)C)O